BrC1=C(C=CC=C1C1=CC=CC=C1)C1=CC=C(C=C1)Cl 2'-bromo-4-chloro-1,1':3',1''-terphenyl